FC1=C(C=CC=C1F)CC(=O)N 2-(2,3-difluorophenyl)acetamide